C[C@H](CC1=C2C(OCC2)=C(C2=C1OCC2)C(F)(F)F)N (R)-alpha-methyl-8-(trifluoromethyl)-2,3,6,7-tetrahydrobenzo[1,2-b:4,5-b']difuran-4-ethanamine